(2-fluoro-6-((3-methylazetidin-1-yl)methyl)phenyl)methylamine FC1=C(C(=CC=C1)CN1CC(C1)C)CN